dioxaborolane B1(OC(C(O1)(C)C)(C)C)C(=C)C